OC=1C=C2CC[C@@H]([C@@H](C2=CC1)C1=CC=C(C=C1)N1CCC(CC1)N1CCN(CC1)CC=1C=C(C=CC1)NC1C(NC(CC1)=O)=O)C1=CC=CC=C1 3-((3-((4-(1-(4-((1R,2S)-6-hydroxy-2-phenyl-1,2,3,4-tetrahydronaphthalen-1-yl)phenyl)piperidin-4-yl)piperazin-1-yl)methyl)phenyl)amino)piperidine-2,6-dione